C(C)(C)(C)C=1C=CC=2N(C3=CC=C(C=C3C2C1)C(C)(C)C)C1=C(C=CC(=C1)CCCCCCCC)OC1OCCCC1 3,6-Di-tert-butyl-9-(5-octyl-2-((tetrahydro-2H-pyran-2-yl)oxy)phenyl)-9H-carbazole